CC1(OB(OC1(C)C)C1=CC=C(C=C1)N1CCC(CC1)NC(OC(C)(C)C)=O)C tert-butyl (1-(4-(4,4,5,5-tetramethyl-1,3,2-dioxaborolan-2-yl)phenyl)piperidin-4-yl)carbamate